N-(6-chloro-5-(1-methyl-7-(methylthio)-2-oxo-1,2-dihydropyrimido[4,5-d]pyrimidine-3(4H)-yl)pyridin-3-yl)-3-(trifluoromethyl)benzamide ClC1=C(C=C(C=N1)NC(C1=CC(=CC=C1)C(F)(F)F)=O)N1C(N(C2=NC(=NC=C2C1)SC)C)=O